tert-butyl (3S,5R)-3-(4-(4,6-dichloro-7H-pyrrolo[2,3-d]pyrimidin-7-yl)phenyl)-5-methylmorpholine-4-carboxylate ClC=1C2=C(N=CN1)N(C(=C2)Cl)C2=CC=C(C=C2)[C@@H]2N([C@@H](COC2)C)C(=O)OC(C)(C)C